C(C)(C)(C)OC(NCCC[C@@H]1C[C@H](C1)N1N=CC(=C1)C1=NC(=CC=C1)Cl)=O (3-(trans-3-(4-(6-chloropyridin-2-yl)-1H-pyrazol-1-yl)cyclobutyl)propyl)carbamic acid tert-butyl ester